FC=1C=CC(=C(N)C1)OC 5-fluoro-2-methoxyaniline